NC1=C2N=C(N(C2=NC=N1)CCNC(=O)C1CC1)SC1=CC2=C(CCO2)C=C1I Cyclopropanecarboxylic acid {2-[6-amino-8-(5-iodo-2,3-dihydro-benzofuran-6-ylsulfanyl)-purin-9-yl]-ethyl}-amide